1-tert-butoxy-carbonyl-4-hydroxy-piperidine-4-carboxylic acid C(C)(C)(C)OC(=O)N1CCC(CC1)(C(=O)O)O